O1C(OCC1)C=1C=C(C=CC1F)NC1=NOC(C1)(C(F)(F)F)C1=CC(=C(C(=C1)Cl)F)Cl N-(3-(1,3-dioxolan-2-yl)-4-fluorophenyl)-5-(3,5-dichloro-4-fluorophenyl)-5-(trifluoromethyl)-4,5-dihydroisoxazol-3-amine